N,3,6-trimethyl-6,7-dihydro-5H-thieno[3,2-b]pyran-6-amine hydrochloride Cl.CNC1(CC2=C(OC1)C(=CS2)C)C